FC1=CC=2C(C=C(OC2C2=C1NC(=N2)C(F)(F)F)C2CCN(CC2)C)=O 4-fluoro-8-(1-methylpiperidin-4-yl)-2-(trifluoromethyl)chromeno[7,8-d]imidazol-6(3H)-one